methyl (E)-4-[4-[3-[2-[[(1R)-1-(1-naphthyl)ethyl]carbamoyl]phenyl] propanoyl]piperazin-1-yl]-4-oxo-but-2-enoate C1(=CC=CC2=CC=CC=C12)[C@@H](C)NC(=O)C1=C(C=CC=C1)CCC(=O)N1CCN(CC1)C(/C=C/C(=O)OC)=O